O1CC(C1)C1=NNC(=N1)C1CC2(CN(C2)C(=O)N2CC3(C2)CC(C3)CC3=NC=C(N=C3)C(F)(F)F)C1 [6-[3-(oxetan-3-yl)-1H-1,2,4-triazol-5-yl]-2-azaspiro[3.3]heptan-2-yl]-[6-[[5-(trifluoromethyl)pyrazin-2-yl]methyl]-2-azaspiro[3.3]heptan-2-yl]methanone